fluorozinc hydroxide [OH-].F[Zn+]